O(C1=CC=CC=C1)P(=O)(OC1=CC=CC=C1)C1=CC=C(C(=N1)C=CC(=O)O)CCCCCC 3-(6-(diphenoxyphosphoryl)-3-hexylpyridin-2-yl)acrylic acid